N1=C(C=CC=C1)N1C[C@H](CC1)C(=O)O (3S)-1-(pyridin-2-yl)-pyrrolidine-3-carboxylic acid